C(C1=CC=CC=C1)(C1=CC=CC=C1)N1CC(C1)=C([C@H](C)N1C(C2=CC=CC=C2C1=O)=O)C (S)-2-(3-(1-benzhydryl-azetidin-3-ylidene)butan-2-yl)isoindoline-1,3-dione